The molecule is a coenzyme found in all living cells; consists of two nucleotides joined through their 5'-phosphate groups, with one nucleotide containing an adenine base and the other containing nicotinamide. It has a role as a fundamental metabolite and a cofactor. It is a NAD(P)H and a NAD. It is a conjugate acid of a NADH(2-). C1C=CN(C=C1C(=O)N)[C@H]2[C@@H]([C@@H]([C@H](O2)COP(=O)(O)OP(=O)(O)OC[C@@H]3[C@H]([C@H]([C@@H](O3)N4C=NC5=C(N=CN=C54)N)O)O)O)O